N-(3,5-dichlorophenyl)-6-(3,3-dimethylbutyl)-6-azaspiro[2.5]octane-1-carboxamide ClC=1C=C(C=C(C1)Cl)NC(=O)C1CC12CCN(CC2)CCC(C)(C)C